triethyl-oxonium tetrafluoroborate F[B-](F)(F)F.C(C)[O+](CC)CC